ClC1=C(C=C(C=2C(=C3N(C12)CCN(C3)C(CC3CC(NCC3)=O)=O)C=3C=NNC3)NC(C(F)F)=O)Cl N-[6,7-Dichloro-2-[2-(2-oxo-4-piperidyl)acetyl]-10-(1H-pyrazol-4-yl)-3,4-dihydro-1H-pyrazino[1,2-a]indol-9-yl]-2,2-difluoro-acetamide